(S)-3-(ethoxymethyl)-3-(((methylsulfonyl)oxy)methyl)pyrrolidine-1-carboxylic acid tert-butyl ester C(C)(C)(C)OC(=O)N1C[C@](CC1)(COS(=O)(=O)C)COCC